tert-butyl 8-[(1-methyl-4-piperidyl)methyl]-5-oxa-2,8-diazaspiro[3.5]nonane-2-carboxylate CN1CCC(CC1)CN1CCOC2(CN(C2)C(=O)OC(C)(C)C)C1